ClC=1C=C(C=2C(=NC=NC2C1)NCC)NCC1=CC=C(C=C1)OC 7-chloro-N4-ethyl-N5-(4-methoxybenzyl)quinazoline-4,5-diamine